C1(CCCCC1)N1N=CC(=C1)C=1C(=C(C(=CC1)O)N1CC(NS1(=O)=O)=O)F 5-(3-(1-cyclohexyl-1H-pyrazol-4-yl)-2-fluoro-6-hydroxyphenyl)-1,2,5-thiadiazolidin-3-one 1,1-dioxide